OC(=O)C(F)(F)F.OC(=O)C(F)(F)F.C12N(CC(NC1)C2)C2=CC(=NC(=C2F)N2CCOCC2)NC2=NC=C(C=C2)C(F)F 4-(2,5-Diazabicyclo[2.2.1]heptan-2-yl)-N-(5-(difluoromethyl)pyridin-2-yl)-5-fluoro-6-morpholinopyridin-2-amine di-TFA salt